5-[2-(tert-butoxy)ethoxy]-4-iodo-N-[5-(5-methylpyrazol-1-yl)-1,3,4-thiadiazol-2-yl]-6-oxopyran-2-carboxamide C(C)(C)(C)OCCOC1=C(C=C(OC1=O)C(=O)NC=1SC(=NN1)N1N=CC=C1C)I